COC(CNCC1N(CCN(C1)C(=O)OC(C)(C)C)C(=O)OCC1=CC=CC=C1)=O 1-benzyl 4-tert-butyl 2-{[(2-methoxy-2-oxoethyl)amino]methyl}piperazine-1,4-dicarboxylate